O=C1NC(CCC1C1=COC2=C1C=C(C=C2)C=C=CC)=O 4-(3-(2,6-dioxopiperidin-3-yl)benzofuran-5-yl)buta-2,3-dien